Cl.C(C)N1CCN(CC1)C=1C=CC(=NC1)NC1=NC=C(C(=N1)C=1C=C2C=CC=NC2=C(C1)F)F N-(5-(4-Ethylpiperazin-1-yl)pyridin-2-yl)-5-fluoro-4-(8-fluoroquinolin-6-yl)pyrimidin-2-amine hydrochloride